FC(C=1C=C(CN2CC3C(C2)CN(C3)C(=O)N3N=C(C=C3)NS(=O)(=O)C)C=CC1)(F)F N-(1-(5-(3-(Trifluoromethyl)benzyl)octahydropyrrolo[3,4-c]pyrrole-2-carbonyl)-1H-pyrazol-3-yl)methanesulfonamide